C(C1=CC=CC=C1)OC(=O)C=1SC2=C(C1)C=C(C=C2)C(CO)P(=O)(OCC)OCC 5-[1-(diethoxyphosphoryl)-2-hydroxyethyl]-1-benzothiophene-2-carboxylic acid benzyl ester